1-tert-butyl-N-{[3-(4-{[(3S,4R)-3-fluoro-1-methylpiperidin-4-yl]amino}-1-(2,2,2-trifluoroethyl)-1H-indol-2-yl)-1,2-oxazol-5-yl]methyl}-1H-pyrrole-3-carboxamide C(C)(C)(C)N1C=C(C=C1)C(=O)NCC1=CC(=NO1)C=1N(C2=CC=CC(=C2C1)N[C@H]1[C@H](CN(CC1)C)F)CC(F)(F)F